C(C)(C)(C)C1=CC=C(C=C1)C=1C(=C(C=CC1)Br)C1=CC=C(C=C1)C(C)(C)C bis(4-(tert-butyl)phenyl)-bromobenzene